(6S)-6-{[7-bromo-2-(4-fluorophenyl)[1,2,4]triazolo[1,5-c]quinazolin-5-yl]amino}-1,4-diazepan BrC1=CC=CC=2C=3N(C(=NC12)NC1CNCCNC1)N=C(N3)C3=CC=C(C=C3)F